C(C)(C)(C)N[C@H]1CN(CC1)C=1N=NC(=CC1)C1=NC=C(C(=C1)OC)C1=CC(=NS1)C (3R)-N-tert-butyl-1-{6-[4-methoxy-5-(3-methyl-1,2-thiazol-5-yl)pyridin-2-yl]pyridazin-3-yl}pyrrolidin-3-amine